(3S,5R)-5-(hydroxymethyl)-1'-(4-methoxybenzyl)-7'-methyl-3',4'-dihydro-1'H-spiro[pyrrolidine-3,2'-[1,8]naphthyridine]-1-carboxylic acid tert-butyl ester C(C)(C)(C)OC(=O)N1C[C@@]2(N(C3=NC(=CC=C3CC2)C)CC2=CC=C(C=C2)OC)C[C@@H]1CO